C1(CC1)OC1=C(C(=NC=C1)OC([2H])([2H])[2H])C1=CN(C2=NC(=CC=C21)NC(=O)[C@H]2[C@@H](C2)CO)COCC[Si](C)(C)C trans-N-(3-(4-cyclopropoxy-2-(methoxy-d3)pyridin-3-yl)-1-((2-(trimethylsilyl)ethoxy)methyl)-1H-pyrrolo[2,3-b]pyridin-6-yl)-2-(hydroxymethyl)cyclopropane-1-carboxamide